2,7-bis(4-bromophenyl)-9,9-dihexylfluorene BrC1=CC=C(C=C1)C1=CC=2C(C3=CC(=CC=C3C2C=C1)C1=CC=C(C=C1)Br)(CCCCCC)CCCCCC